C(CCC)[C@@H]1N=C(C2=CC=C(C=C2C1)OC)C1=CC=C(C=C1)NC(OCCCCC)=O pentyl (S)-(4-(3-butyl-6-methoxy-3,4-dihydroisoquinolin-1-yl)phenyl)carbamate